N1C(=CC2=CC=CC=C12)CN1C(N(C=2N=C(N(C2C1=O)C)N[C@H]1CNC(C1)=O)C)=O |r| (±)-1-((1H-indol-2-yl)methyl)-3,7-dimethyl-8-(5-oxopyrrolidin-3-ylamino)-1H-purine-2,6(3H,7H)-dione